(1-(4'-(3-methoxypropyl)-[1,1'-biphenyl]-4-yl)cyclopropyl)carbamic acid 1-azabicyclo[3.2.2]non-4-yl ester N12CCC(C(CC1)CC2)OC(NC2(CC2)C2=CC=C(C=C2)C2=CC=C(C=C2)CCCOC)=O